C(C)(C)(C)OC(=O)N1CC2(CC1)CCN(CC2)C=2C1=C(N=C(N2)C=2C(=NN(C2)COCC[Si](C)(C)C)C)C=NC(=C1)C 8-(6-methyl-2-(3-methyl-1-((2-(trimethylsilyl)ethoxy)methyl)-1H-pyrazol-4-yl)pyrido[3,4-d]pyrimidin-4-yl)-2,8-diazaspiro[4.5]decane-2-carboxylic acid tert-butyl ester